(6aR)-8-acryloyl-4-chloro-3-(2-fluoro-6-hydroxyphenyl)-1-(2-oxa6-azaspiro[3.4]octan-6-yl)-6,6a,7,8,9,10-hexahydro-12H-pyrazino[2,1-c]pyrido[3,4-f][1,4]oxazepin-12-one C(C=C)(=O)N1C[C@@H]2COC3=C(C(N2CC1)=O)C(=NC(=C3Cl)C3=C(C=CC=C3O)F)N3CC1(COC1)CC3